OC1=C(C=C(C=C1O)C=CC1=CC(=C(O)C(=C1)O)O)O 4,3',5'-trihydroxyresveratrol